C(C1=CC=CC=C1)OC1=NC(=CC=C1C=1N(N=C2C(=C(C=CC12)C=1CCN(CC1)C(=O)OC(C)(C)C)F)C)OCC1=CC=CC=C1 tert-butyl 4-[3-(2,6-dibenzyloxy-3-pyridyl)-7-fluoro-2-methyl-indazol-6-yl]-3,6-dihydro-2H-pyridine-1-carboxylate